5-bromo-6-chloro-1-methyl-1H-benzo[d]imidazole BrC1=CC2=C(N(C=N2)C)C=C1Cl